C(C)(C)[Si](C(C)C)(C(C)C)C#CSC1OCC(C(C1CC(=O)O)CC(=O)O)CC(=O)O (((triisopropylsilyl)ethynyl)thio)tetrahydro-2H-pyran-3,4,5-triacetic acid